COCCC1=CC=CC=C1 2-Methoxyethylbenzol